CC=1C(=C(C2=CC3=CC=CC=C3[NH+]=C2C1)C1=CC=CC=C1)C dimethylphenyl-acridinium